ClC1=CC=C(C=N1)NC(=O)N[C@@H]1/C(/NC[C@H]1C1=C(C=C(C=C1F)OC)F)=N/OCCO |o1:11,15| (-)-1-(6-chloropyridin-3-yl)-3-{(3S*,4R*,Z)-4-(2,6-difluoro-4-methoxyphenyl)-2-[(2-hydroxyethoxy)imino]-pyrrolidin-3-yl}urea